BrC1=C(C=C2N=CC(=NC2=C1)C=1C=NN(C1)CC1CCN(CC1)C(=O)OC(C)(C)C)C tert-Butyl 4-[[4-(7-bromo-6-methyl-quinoxalin-2-yl)pyrazol-1-yl]methyl]piperidine-1-carboxylate